(E)-N-(3-(3-cyclopentyl-prop-1-en-yl)-4-methoxy-phenyl)acrylamide C1(CCCC1)C/C=C/C=1C=C(C=CC1OC)NC(C=C)=O